3-(4-aminophenyl)propanoic acid NC1=CC=C(C=C1)CCC(=O)O